8-(1-(2-(Dimethylamino)ethyl)-1H-pyrazol-4-yl)-1-(4-methoxybenzyl)-4-(5-methyloxazol-2-yl)-1,3-dihydro-2H-benzo[b]azepin-2-one CN(CCN1N=CC(=C1)C=1C=CC2=C(N(C(CC(=C2)C=2OC(=CN2)C)=O)CC2=CC=C(C=C2)OC)C1)C